BrC1=C(OCCCCCOC2=CC=CC(=N2)C(=O)OC)C=C(C(=C1)C=O)[N+](=O)[O-] Methyl 6-[5-(2-Bromo-4-formyl-5-nitro-phenoxy)pentoxy]pyridine-2-carboxylate